C(#N)CC(C(=O)OC(C)(C)C)=P(C1=CC=CC=C1)(C1=CC=CC=C1)C1=CC=CC=C1 tert-butyl 3-cyano-2-(triphenylphosphoranylidene)propanoate